ClC1=CC=C(CN2C(=CC=3N(C(N(C(C32)=O)CCCO)=O)C)C#CC3=CC=CC=C3)C=C1 (4-chlorobenzyl)-3-(3-hydroxypropyl)-1-methyl-6-(phenylethynyl)-1,5-dihydro-2H-pyrrolo[3,2-d]pyrimidine-2,4(3H)-dione